COC[C@H](OCC=1N=COC1)C1=CC(=C(C(=O)NC2(CC2)C2=C3C=CC=NC3=CC(=C2)C2=CC(=NN2)C(=O)N(C)C)C=C1)C |o1:3| rel-(R)-5-(5-(1-(4-(2-methoxy-1-(oxazol-4-ylmethoxy)ethyl)-2-methylbenzamido)cyclopropyl)quinolin-7-yl)-N,N-dimethyl-1H-pyrazole-3-carboxamide